(2R,3R,4S,5S,6S)-2-bromo-6-(methoxycarbonyl)tetrahydro-2H-pyran-3,4,5-triyltriacetate Br[C@H]1O[C@@H]([C@H]([C@@H]([C@H]1CC(=O)[O-])CC(=O)[O-])CC(=O)[O-])C(=O)OC